5-[2-fluoro-6-hydroxy-4-[(1H-pyrazol-3-ylamino)methyl]phenyl]-1,1-dioxo-1,2,5-thiadiazolidin-3-one FC1=C(C(=CC(=C1)CNC1=NNC=C1)O)N1CC(NS1(=O)=O)=O